(4-(2,6-dimethylphenyl)-5-methoxypyridin-2-yl)methanol CC1=C(C(=CC=C1)C)C1=CC(=NC=C1OC)CO